4-(4,4,5,5-tetramethyl-1,3,2-dioxaborolane-2-yl)-1,2,3,6-tetrahydropyridine-1-carboxylic acid tert-butyl ester C(C)(C)(C)OC(=O)N1CCC(=CC1)B1OC(C(O1)(C)C)(C)C